7-Phenyl-3-(5-((2-(trifluoromethyl)pyridin-3-yl)thio)-1H-imidazo[4,5-b]pyrazin-2-yl)-3-azabicyclo[4.1.0]heptane-7-carbonitrile C1(=CC=CC=C1)C1(C2CCN(CC12)C1=NC=2C(=NC=C(N2)SC=2C(=NC=CC2)C(F)(F)F)N1)C#N